C(C)C1=NC(=CN=C1C)C ethyl-3,6(s)-dimethylpyrazine